O.[Ru](=O)=O ruthenium(IV) dioxide hydrate